6-(4-ethylpiperazin-1-yl)-2-methoxypyridin-3-amine C(C)N1CCN(CC1)C1=CC=C(C(=N1)OC)N